C(C)(C)(C)C1=NOC(=N1)C(=O)O 3-(tert-butyl)-1,2,4-oxadiazole-5-carboxylic acid